6-amino-2-(3-aminophenyl)Benzimidazole NC=1C=CC2=C(N=C(N2)C2=CC(=CC=C2)N)C1